FC1=CC=C(C=C1)[C@@H]1N(C[C@H](CC1)C)C(C(=O)NC=1C=C(C(=NC1)NC(OC(C)(C)C)=O)OC)=O tert-butyl N-[5-[[2-[(2R,5S)-2-(4-fluorophenyl)-5-methyl-1-piperidyl]-2-oxo-acetyl]amino]-3-methoxy-2-pyridyl]carbamate